(S)-N-(1-(4-(benzylthio)phenylamino)-1-oxo-3-(pyridin-3-yl)propan-2-yl)-4-fluorobenzamide C(C1=CC=CC=C1)SC1=CC=C(C=C1)NC([C@H](CC=1C=NC=CC1)NC(C1=CC=C(C=C1)F)=O)=O